3-Hydroxy-5-(trifluoromethyl)benzonitrile OC=1C=C(C#N)C=C(C1)C(F)(F)F